C1(CC1)C=1C(=C(C=CC1)C1(CC2(CN(C2)C(=O)OC(C)(C)C)CC1)O)F tert-Butyl 6-(3-cyclopropyl-2-fluorophenyl)-6-hydroxy-2-azaspiro[3.4]octane-2-carboxylate